N1(CCCCCC1)CCCNC(NC=1C=C2C=CC(=NC2=CC1)N1CCN(CC1)C(=O)OC(C)(C)C)=S tert-butyl 4-(6-(3-(3-(azepan-1-yl)propyl)thioureido)quinolin-2-yl)piperazine-1-carboxylate